6-(benzyloxy)-7-bromo-4-(1-(2,2-difluoroethyl)-3-phenyl-1H-pyrazol-4-yl)quinazoline C(C1=CC=CC=C1)OC=1C=C2C(=NC=NC2=CC1Br)C=1C(=NN(C1)CC(F)F)C1=CC=CC=C1